O1CCC(=C1)B1OC(C(O1)(C)C)(C)C 2-(2,3-dihydrofuran-4-yl)-4,4,5,5-tetramethyl-1,3,2-dioxaborolane